FC1=CC(=C(C=C1C=1C=NC(=NC1)N1CCOCC1)NC(=O)C1=CN(C(C=C1C(F)(F)F)=O)C)N1C[C@@H](CC1)N(C)CCOC N-[4-fluoro-5-(2-morpholin-4-ylpyrimidin-5-yl)-2-[(3R)-3-[2-methoxyethyl-(methyl)amino]pyrrolidin-1-yl]phenyl]-1-methyl-6-oxo-4-(trifluoromethyl)pyridine-3-carboxamide